COC=1C=C(C=CC1OCC1=CC=C(C=C1)OC)C1(CC=C2N=CC(=NC2=C1)NC)N 7-(3-methoxy-4-(4-methoxybenzyloxy)phenyl)-N2-methylquinoxaline-2,7-diamine